BrC=1C(=C2C(=NC1C(F)(F)F)CCC2)N 3-bromo-2-(trifluoromethyl)-6,7-dihydro-5H-cyclopenta[b]pyridin-4-amine